4-(4-hexyloxybenzoyloxy)benzoic acid-R-(-)-2-octyl ester C[C@H](CCCCCC)OC(C1=CC=C(C=C1)OC(C1=CC=C(C=C1)OCCCCCC)=O)=O